CS(=O)(=O)C=1C=CC(=C(OCC#N)C1)NCC#C 2-[5-methylsulfonyl-2-(prop-2-ynylamino)phenoxy]acetonitrile